BrC1=CC(=C(C=C1)O)/C=N/C(C(C)C)O (E)-4-bromo-2-((1-hydroxy-2-methylpropylimino)methyl)phenol